C(C)(C)(C)OC(=O)N1[C@H](CC(C1)C=1C=NN(C1)C1OCCCC1)CO.N1(C2=C(NCCC1)N=C1C(=C2)C=CN1)C1=C(C(=O)N)C=CC=C1 2-(3,4,5,7-tetrahydropyrrolo[3',2':5,6]pyrido[2,3-b][1,4]diazepin-1(2H)-yl)benzamide tert-butyl-(2R)-2-(hydroxymethyl)-4-[1-(oxan-2-yl)pyrazol-4-yl]pyrrolidine-1-carboxylate